1-(4-chlorophenyl)-2-methyl-6-(2-(methylsulfonyl)ethyl)-1H-indole ClC1=CC=C(C=C1)N1C(=CC2=CC=C(C=C12)CCS(=O)(=O)C)C